(+-)-2-methyl-3-[4-(2-methyl-2-n-propyl)-1-cyclopenten-1-yl]propanal CC(C=O)CC1=CCC(C1)C(C)(C)C